C(C1=CC=CC=C1)SC1=C(C=C(C(=C1)Cl)F)OC 1-benzylsulfanyl-5-chloro-4-fluoro-2-methoxy-benzene